1-(4-amino-benzyl)-4-methyl-piperazin-2-one NC1=CC=C(CN2C(CN(CC2)C)=O)C=C1